FC(C1=CC=C(C=C1)N1CC(CC2=CN=CC=C12)NC(C=C)=O)(F)F N-(1-(4-(trifluoromethyl)-phenyl)-1,2,3,4-tetrahydro-1,6-naphthyridin-3-yl)acrylamide